CC1=CC(=C(N=N1)[S@@](=O)(=NC)C1=CC(=CC=C1)C(F)(F)F)C(=O)NCCC1=CC=CC=C1 6-methyl-3-{N-methyl-(R,S)-[3-(trifluoromethyl)phenyl]sulfonimidoyl}-N-(2-phenylethyl)pyridazine-4-carboxamide